FC(CCOC1=CC=C(C(=O)OC2=CC=C(C=C2)/C=C/C(=O)OCCCCCCOC(C2=CC(=CC(=C2)N)N)=O)C=C1)(F)F 6-{[((2E)-3-{4-[(4-(3,3,3-trifluoropropoxy)benzoyl)oxy]Phenyl}prop-2-enoyl)oxy]}hexyl-3,5-diaminobenzoate